4-acetoxy-styrene C(C)(=O)OC1=CC=C(C=C)C=C1